CC1=C(C(=CC=C1)C)C1=CC(=CC=C1)B1OC(C(O1)(C)C)(C)C 2-(2',6'-dimethyl[1,1'-biphenyl]-3-yl)-4,4,5,5-Tetramethyl-1,3,2-dioxaborolane